1,5-bis(2-methoxyethoxy)-2,4-dinitrobenzene COCCOC1=C(C=C(C(=C1)OCCOC)[N+](=O)[O-])[N+](=O)[O-]